OCCCC(C=1N=NNC1)N(C(CCCO)C=1N=NNC1)C(CCCO)C=1N=NNC1 tris(3-hydroxypropyltriazolylmethyl)amin